C(C)(C)C1=CC=C(C=C1)C1(CCC(CC1)N)N 1-(4-isopropylphenyl)cyclohexane-1,4-diamine